C(=O)N1CCC2(CCN(CC2)C(=O)OC(C)(C)C)CC1 tert-butyl 9-formyl-3,9-diazaspiro[5.5]undecane-3-carboxylate